CC1=NC(=NC(=C1C#N)C)N1N=CC(=N1)CN1C[C@@H](N[C@@H](C1)C=1C(=C2COC(C2=CC1)=O)C)C 4,6-dimethyl-2-(4-(((3S,5R)-3-methyl-5-(4-methyl-1-oxo-1,3-dihydroisobenzofuran-5-yl)piperazin-1-yl)methyl)-2H-1,2,3-triazol-2-yl)pyrimidine-5-carbonitrile